C1(=CC=CC=C1)C(C#C)NC1=CC=CC=C1 N-(1-phenylprop-2-yn-1-yl)aniline